COC(C1=C(C(=CC=C1)N1CCOCC1)\C=C\C1=CC=C(C=C1)Cl)=O (E)-2-(4-chlorostyryl)-3-morpholinobenzoic acid methyl ester